FC(C=1C(=C(C=CC1)[C@@H](C)NC=1C=2C(N=C(N1)C)=C(C(N(C2)N2CCOCC2)=O)C2=NC=CC=C2)F)F (R)-4-((1-(3-(difluoromethyl)-2-fluorophenyl)ethyl)amino)-2-methyl-6-morpholino-8-(pyridin-2-yl)pyrido[4,3-d]pyrimidin-7(6H)-one